benzo[c][1,2,5]thiadiazole-5-carbonitrile N=1SN=C2C1C=CC(=C2)C#N